FC1=C2C(=NNC2=CC=C1)NCC1=CC=C(C(=O)N2CCN(CC2)C(=O)C=2C=C(C(=O)NO)C=CC2)C=C1 3-(4-(4-(((4-Fluoro-1H-indazol-3-yl)amino)methyl)benzoyl)piperazine-1-carbonyl)-N-hydroxybenzoamide